4-{2-[(5-fluoropyridin-2-yl)amino]-2-oxoethyl}-6-[(±)-1-methoxypropan-2-yl]-N,N-dimethyl-5,8-dioxo-5,6,7,8-tetrahydro-4H-pyrazolo[1,5-a]pyrrolo[3,4-d]pyrimidine-2-carboxamide FC=1C=CC(=NC1)NC(CN1C=2N(C(C3=C1C(N(C3)[C@@H](COC)C)=O)=O)N=C(C2)C(=O)N(C)C)=O |r|